N1=CC=CC2=CC(=CC=C12)C1=CNC=2N=C(N=CC21)N[C@H](C(F)(F)F)C (S)-5-(quinolin-6-yl)-N-(1,1,1-trifluoropropan-2-yl)-7H-pyrrolo[2,3-d]pyrimidin-2-amine